C1(=CC=CC=C1)C=1C(=NNC1C#N)C(F)(F)F 4-phenyl-3-trifluoromethyl-1H-pyrazole-5-carbonitrile